tert-butyl-2-(1-(4-((3-((3-aminopropyl)(methyl)amino)propyl)amino)-2-isopropylphenyl)-5-(2,6-dimethoxyphenyl)-1H-pyrazole-3-carboxamido)adamantane-2-carboxylate C(C)(C)(C)OC(=O)C1(C2CC3CC(CC1C3)C2)NC(=O)C2=NN(C(=C2)C2=C(C=CC=C2OC)OC)C2=C(C=C(C=C2)NCCCN(C)CCCN)C(C)C